BrC=1C=C(C=CC1N1CCCC1)S(=O)(=O)N1C(CC1)CN1N=NC(=C1)CN(C)C 1-(1-((1-((3-bromo-4-(pyrrolidin-1-yl)phenyl)sulfonyl)azetidin-2-yl)methyl)-1H-1,2,3-triazol-4-yl)-N,N-dimethylmethanamine